C(#N)C1=CC=C(ONC2=CC=C(C3=CC=C(NOC4=CC=C(C=C4)C#N)C=C3)C=C2)C=C1 bis(4-cyanophenoxy)benzidine